((4-tert-butylphenyl) benzyl)-5-chlorobenzofuran-2-carboxylate C(C)(C)(C)C1=CC=C(C=C1)C(C1=CC=CC=C1)OC(=O)C=1OC2=C(C1)C=C(C=C2)Cl